C(CCCCCC(CCCCCCCCCC)O)O heptadecane-1,7-diol